S1C2=C(C=C1C1=CN=CC(=N1)OCCN1CCOCC1)C=CC=C2 4-{2-{[6-(benzo[b]thiophen-2-yl)pyrazin-2-yl]oxy}ethyl}morpholine